2-(3,3-difluoropyrrolidin-1-yl)-N-(4-(methylsulfonyl)but-3-en-2-yl)-4-phenoxypyrimidine-5-carboxamide FC1(CN(CC1)C1=NC=C(C(=N1)OC1=CC=CC=C1)C(=O)NC(C)C=CS(=O)(=O)C)F